N-(1-(7-(3-(Aminomethyl)Azetidin-1-Yl)-5,6,7,8-Tetrahydronaphthalen-2-Yl)-2-Oxo-1,2-Dihydropyrimidin-4-Yl)Piperazine-1-Carboxamide Hydrochloride Salt Cl.NCC1CN(C1)C1CCC=2C=CC(=CC2C1)N1C(N=C(C=C1)NC(=O)N1CCNCC1)=O